1-isopropyl-5-nitro-1H-benzo[d]imidazol-2(3H)-one C(C)(C)N1C(NC2=C1C=CC(=C2)[N+](=O)[O-])=O